1-cyano-4'-n-pentylbiphenyl C(#N)C1(CC=CC=C1)C1=CC=C(C=C1)CCCCC